uranium-americium neptunium [Np].[Am].[U]